[Mn].[Zn].[B] boron-zinc-manganese